(5S,8R)-N-((R)-1-(2,4-dichlorophenyl)ethyl)-5-fluoro-8-hydroxy-5,6,7,8-tetrahydroquinoline-5-carboxamide ClC1=C(C=CC(=C1)Cl)[C@@H](C)NC(=O)[C@]1(C=2C=CC=NC2[C@@H](CC1)O)F